C1(=CC=CC=C1)C=1C(=CNC(N1)Cl)C#N 6-phenyl-5-cyano-2-chloro-2,3-dihydropyrimidine